C(C)(C)(C)OC(=O)NC=1SC=C(N1)/C(/C(=O)ON1C(CCC1=O)=O)=N/OC1N(CC1C(=O)[O-])C(=O)[O-] ([(Z)-(1-{2-[(tert-butoxycarbonyl)amino]-1,3-thiazol-4-yl}-2-[(2,5-dioxopyrrolidin-1-yl)oxy]-2-oxoethylidene)amino]oxy)azetidine-1,3-dicarboxylate